COC(=O)C1=CC2=C(N=C(O2)C)C=C1 2-methylbenzo[d]oxazole-6-carboxylic acid methyl ester